Fluorine methacrylate C(C(=C)C)(=O)O.[F]